tert-butyl 4-(2-fluoro-6-((methyl-d3)carbamoyl)pyridin-3-yl)piperazine-1-carboxylate FC1=NC(=CC=C1N1CCN(CC1)C(=O)OC(C)(C)C)C(NC([2H])([2H])[2H])=O